4,4'-methylenebis(6-t-butyl-o-cresol) C(C=1C=C(C(=C(C1)C(C)(C)C)O)C)C=1C=C(C(=C(C1)C(C)(C)C)O)C